6-(2-thienylmethylamino)purine S1C(=CC=C1)CNC1=C2NC=NC2=NC=N1